C(C)(C)C1=CC(=CC(=C1)C)C 1-isopropyl-3,5-dimethylbenzene